C1(CCC1)OC1=CC=C(C=C1)C1(CC1)C1=NOC(=N1)CC(C(=O)O)=C ((3-(1-(4-cyclobutoxyphenyl)cyclopropyl)-1,2,4-oxadiazol-5-yl)methyl)acrylic acid